(4-methyl-1,2-phenylenedi(oxy))bis(undecan-1-ol) CC1=CC(=C(C=C1)OCCCCCCCCCCCO)OCCCCCCCCCCCO